2-(3,4-Dichlorophenyl)-1-[4-(2,2-difluoropropyl)-8-pyrrolidin-1-yl-3,4a,5,7,8,8a-hexahydro-2H-pyrano[3,4-b]pyrazin-1-yl]ethanone ClC=1C=C(C=CC1Cl)CC(=O)N1C2C(N(CC1)CC(C)(F)F)COCC2N2CCCC2